IC1=CN=CN1COCC[Si](C)(C)C 5-iodo-1-((2-(trimethylsilyl)ethoxy)methyl)-1H-imidazole